ClC1=NC(=NC(=C1CC1=CC=CC=C1)Cl)C 4,6-dichloro-5-benzyl-2-methylpyrimidine